(R)-N-((2,3-Dihydrobenzo[b][1,4]dioxin-5-yl)methyl)-4-(3-fluoropyridin-4-yl)-2-methylpiperazine-1-carboxamide formate C(=O)O.O1C2=C(OCC1)C(=CC=C2)CNC(=O)N2[C@@H](CN(CC2)C2=C(C=NC=C2)F)C